6-fluoro-5-(1-(2-fluorophenyl)ethyl)-3-((imidazo[1,2-a]pyridin-2-ylmethyl)amino)-4H-benzo[e][1,2,4]thiadiazine 1,1-dioxide FC=1C=CC2=C(NC(=NS2(=O)=O)NCC=2N=C3N(C=CC=C3)C2)C1C(C)C1=C(C=CC=C1)F